NOCC(=O)NCCCCCC(=O)N 6-(2-(aminooxy)acetamido)hexanamide